8-chloro-1-[trans-4-(pyridin-2-yloxy)cyclohexyl]-5,6-dihydro-4H-[1,2,4]triazolo[4,3-a][1]benzazepin-5-amine ClC=1C=CC2=C(CC(CC=3N2C(=NN3)[C@@H]3CC[C@H](CC3)OC3=NC=CC=C3)N)C1